2-(4-amino-4-methylpiperidin-1-yl)-4-((5-cyclopropyl-4-fluoro-1H-pyrazol-3-yl)amino)quinazoline-6-carbonitrile hydrochloride Cl.NC1(CCN(CC1)C1=NC2=CC=C(C=C2C(=N1)NC1=NNC(=C1F)C1CC1)C#N)C